2-(2-bromophenyl)propan-2-ol BrC1=C(C=CC=C1)C(C)(C)O